COCCN1C(=NC2=CC=C(C=C2C1=O)[N+](=O)[O-])C(=O)N1CCN(CC1)C 3-(2-methoxyethyl)-2-(4-methylpiperazine-1-carbonyl)-6-nitroquinazolin-4(3H)-one